C(C)(C)(C)OC(=O)N1[C@H](CN(CC1)CC1=NC=C(C=C1)Cl)C (S)-4-((5-chloropyridin-2-yl)methyl)-2-methylpiperazine-1-carboxylic acid tert-butyl ester